COC(C(=O)N)(C)OC 2,2-dimethoxypropionamide